2,2,2-trifluoro-1-(1-(3-fluorobicyclo[1.1.1]pentan-1-yl)-4,5-diiodo-1H-imidazol-2-yl)ethanol FC(C(O)C=1N(C(=C(N1)I)I)C12CC(C1)(C2)F)(F)F